N[C@@H](C(=O)OCC)C1=C2N(C=N1)C[C@@H](C2)F |&1:1| ethyl (2RS)-2-amino-2-[(6R)-6-fluoro-6,7-dihydro-5H-pyrrolo[1,2-c]imidazol-1-yl]acetate